4,4'-thio-bis(6-tert-butyl-3-methylphenol) S(C1=C(C=C(C(=C1)C(C)(C)C)O)C)C1=C(C=C(C(=C1)C(C)(C)C)O)C